CN1C(=CC=2C(=NC(=CC21)C2=CC=C(C=C2)N2CCN(CC2)C2CCOCC2)C)C2=CC=C(C=C2)S(=O)(=O)C 1,4-Dimethyl-2-(4-(methylsulfonyl)phenyl)-6-(4-(4-(tetrahydro-2H-pyran-4-yl)piperazin-1-yl)phenyl)-1H-pyrrolo[3,2-c]pyridin